ClC1=NC(=C(C=C1Cl)C1=C(C=C(C=C1)F)OCCOC)OC 2,3-dichloro-5-[4-fluoro-2-(2-methoxyethoxy)phenyl]-6-methoxy-pyridine